(4-(5-(1-methyl-1H-imidazol-5-yl)benzo[d]oxazol-2-yl)pyridin-2-yl)methanone CN1C=NC=C1C=1C=CC2=C(N=C(O2)C2=CC(=NC=C2)C=O)C1